FC(C=1C=2N(N=C(C1)C1=CN=C3C(=N1)SC(=C3)C3CCC(CC3)NC(OC(C)(C)C)=O)N=C(N2)C)F tert-butyl ((1r,4r)-4-(3-(8-(difluoromethyl)-2-methyl-[1,2,4]triazolo[1,5-b]pyridazin-6-yl)thieno[2,3-b]pyrazin-6-yl)cyclohexyl)carbamate